N,N-bis(cis-4-isopropylcyclohexyl)-5-(cis-4-t-butylcyclohexylcarbonylamino)isophthalamide C(C)(C)[C@H]1CC[C@H](CC1)N(C(C1=CC(C(=O)N)=CC(=C1)NC(=O)[C@@H]1CC[C@@H](CC1)C(C)(C)C)=O)[C@@H]1CC[C@@H](CC1)C(C)C